N1(C=NC2=C1C=CC=C2)O benzo[d]imidazol-1-ol